F[C@H]1CN(CC[C@H]1NC=1C=2C=CN(C2C=C(C1)C#CCNC1=C(C=C(C=C1)S(=O)(=O)C)OC)CC(F)(F)F)C N-((3S,4R)-3-fluoro-1-methylpiperidin-4-yl)-6-(3-((2-methoxy-4-(methylsulfonyl)phenyl)amino)prop-1-yn-1-yl)-1-(2,2,2-trifluoroethyl)-1H-indol-4-amine